2-methylphenylethyladenosine CC1=C(C=CC=C1)CC[C@@]1([C@H](O)[C@H](O)[C@@H](CO)O1)N1C=NC=2C(N)=NC=NC12